C(#N)C=1C=C(OC=2C(=C3C=CN(C3=CC2F)S(=O)(=O)C2=CC=CC=C2)CS(=O)(=O)CC(=O)OCC)C=CC1F ethyl 2-(((5-(3-cyano-4-fluorophenoxy)-6-fluoro-1-(phenylsulfonyl)-1H-indol-4-yl)methyl)sulfonyl)acetate